[C@H]12COC[C@H](CC(C1)OC=1C(=CC(=NC1)C)C1=CC=3N(C=C1)N=C(C3)NC3=NN(C=C3)C)N2 endo-5-(5-(((1R,5S,7s)-3-oxa-9-azabicyclo[3.3.1]nonan-7-yl)oxy)-2-methylpyridin-4-yl)-N-(1-methyl-1H-pyrazol-3-yl)pyrazolo[1,5-a]pyridin-2-amine